4-diphenylphosphinobenzenesulfonic acid sodium salt [Na+].C1(=CC=CC=C1)P(C1=CC=C(C=C1)S(=O)(=O)[O-])C1=CC=CC=C1